2-amino-1-(2,6-dichloropyridin-4-yl)ethan-1-ol NCC(O)C1=CC(=NC(=C1)Cl)Cl